C1(CC1)C#CC1C2C(N(C1)C(C=O)(C1CCCC1)NC(C1=CC=C(C=C1)C=1N=C(SC1)N1CCN(CC1)C)=O)C(CO2)=O N-[1-(6-(cyclopropylethynyl)-3-oxo-hexahydro-furo[3,2-b]pyrrol-4-yl)-1-cyclopentyl-2-oxo-ethyl]-4-[2-(4-methyl-piperazin-1-yl)-thiazol-4-yl]-benzamide